F[C@H]1[C@H](C2=C(C=CC(=C2[C@H]1F)OC=1C=C(C#N)C=C(C1)F)S(=O)(=O)C)O 3-(((1s,2s,3r)-2,3-difluoro-1-hydroxy-7-(methylsulfonyl)-2,3-dihydro-1H-inden-4-yl)-oxy)-5-fluorobenzonitrile